(R)-3-isopropyl-2-(2-methylpyridin-4-yl)-5-((1-methylpyrrolidin-3-yl)oxy)-1H-indole C(C)(C)C1=C(NC2=CC=C(C=C12)O[C@H]1CN(CC1)C)C1=CC(=NC=C1)C